CN(CCN1C(C2=CC(=C(C=C2C2=C1C1=C(S2)C=C2C(=C1)OCO2)OC)OC)=O)C 6-(2-(Dimethylamino)ethyl)-2,3-dimethoxy-[1,3]dioxolo[4'',5'':4',5']benzo[1',2':4,5]thieno[3,2-c]isoquinolin-5(6H)-one